3-((1-(2-(3-hydroxy-3-methylbut-1-yn-1-yl)pyridin-4-yl)piperidin-4-yl)oxy)cyclobutan-1-ol OC(C#CC1=NC=CC(=C1)N1CCC(CC1)OC1CC(C1)O)(C)C